ethyl (4R)-2-oxo-4-phenylpyrroline-3-carboxylate O=C1NC[C@H](C1C(=O)OCC)C1=CC=CC=C1